S=C[C@H](O)[C@@H](O)[C@H](O)[C@H](O)CO.[Na] sodium thioglucose